1-Aminomethyl(diethoxymethoxysilan) NCC(O[SiH3])(OCC)OCC